(R/S)-2-chloro-4-((1-(hydroxymethyl)cyclobutyl)amino)-6,7-dihydrothieno[3,2-d]pyrimidine 5-oxide ClC=1N=C(C2=C(N1)CC[S@]2=O)NC2(CCC2)CO |r|